C(C)(=O)OC(COC)C 2-methoxy-1-methylethyl acetate